6-((3S,4S)-4-Amino-3-methyl-2-oxa-8-aza-spiro[4.5]dec-8-yl)-3-(2,3-dichloro-6-methyl-phenyl)-2,5-dimethyl-3H-pyrimidin-4-one N[C@@H]1[C@@H](OCC12CCN(CC2)C2=C(C(N(C(=N2)C)C2=C(C(=CC=C2C)Cl)Cl)=O)C)C